COC(=O)C=1C=CC(=NC1)C1=NC=CC=C1C=1C=CC=2N(C1)C(=CN2)C#N Methyl-3'-(3-cyanoimidazo[1,2-a]pyridin-6-yl)-[2,2'-bipyridin]-5-carboxylat